C1(=CC=CC=C1)C1=CN=C(S1)NC(=O)[C@@H]1CN(CC1)C(=O)OC(C)(C)C tert-butyl (S)-3-((5-phenylthiazol-2-yl)carbamoyl)pyrrolidine-1-carboxylate